(R)-3-amino-4-((5-cyclopropyl-6-(4-ethynyl-2-hydroxyphenyl)pyridazin-3-yl)amino)-4-oxobutanoic acid trifluoroacetate FC(C(=O)O)(F)F.N[C@H](CC(=O)O)C(=O)NC=1N=NC(=C(C1)C1CC1)C1=C(C=C(C=C1)C#C)O